3,6-di(4-aminobutyl)-2,5-diketopiperazine hydrochloride Cl.NCCCCC1C(NC(C(N1)=O)CCCCN)=O